(1R,4R)-4-[4-(6,6-dimethyl-4,5,6,7-tetrahydro-1H-indazol-3-ylamino)-1H-pyrazol-1-yl]Cyclohexane-1-carboxylic acid CC1(CCC=2C(=NNC2C1)NC=1C=NN(C1)C1CCC(CC1)C(=O)O)C